N-Boc-7-fluoro-6-nitro-1,2,3,4-tetrahydroisoquinoline C(=O)(OC(C)(C)C)N1CC2=CC(=C(C=C2CC1)[N+](=O)[O-])F